3-chloro-7-(2-chloroethyl)pyrrolo[2,3-c]pyridazine ClC1=CC2=C(N=N1)N(C=C2)CCCl